3-methyl-2,3-dihydropyrazolo[5,1-b]oxazole-7-sulfonimidamide CC1N2C(OC1)=C(C=N2)S(=O)(N)=N